N-(2-(4-((3-((1H-pyrazol-4-yl)amino)-5-(trifluoromethoxy)benzyl)amino)butoxy)ethyl)-6-(isoxazol-4-yl)-1H-indazol-4-amine N1N=CC(=C1)NC=1C=C(CNCCCCOCCNC=2C=3C=NNC3C=C(C2)C=2C=NOC2)C=C(C1)OC(F)(F)F